C(C)(C)(C)OC(=O)N1C[C@@H]2CN(CC[C@@H]2C1)C(C1=C(C=CC(=C1)F)N1N=CC=N1)=O (3aS,7aS)-5-(5-fluoro-2-(2H-1,2,3-triazol-2-yl)benzoyl)octahydro-2H-pyrrolo[3,4-c]pyridine-2-carboxylic acid tert-butyl ester